[Li+].NC1=NN2C(C=C(C=C2)C=2C=NC(=C(C(=O)[O-])C2)OC)=N1 5-(2-amino-[1,2,4]triazolo[1,5-a]pyridin-7-yl)-2-methoxynicotinic acid lithium salt